2-(2,4-difluorophenyl)acetic acid methyl ester COC(CC1=C(C=C(C=C1)F)F)=O